FC1=C(C=CC(=C1C)OC1=CC2=C(N(C=N2)C)C=C1)NC1=NC=NC2=CC=C(C=C12)OC1CC2CCC(C1)N2C(C=C)=O 1-(endo-3-((4-((2-Fluoro-3-methyl-4-((1-methyl-1H-benzo[d]imidazol-5-yl)oxy)phenyl)amino)quinazolin-6-yl)oxy)-8-azabicyclo[3.2.1]octan-8-yl)prop-2-en-1-one